(2R,4R)-6-chloro-N-[3-(4-cyclobutyl-1H-pyrazol-1-yl)bicyclo[1.1.1]pent-1-yl]-4-hydroxy-3,4-dihydro-2H-1-benzopyran-2-carboxamide ClC=1C=CC2=C([C@@H](C[C@@H](O2)C(=O)NC23CC(C2)(C3)N3N=CC(=C3)C3CCC3)O)C1